furancarboxylate C1=COC(=C1)C(=O)O